CN(C)C=C1C(CCCCC1=O)=O 2-(dimethylaminomethylene)cycloheptane-1,3-dione